4,5,6,7-tetrahydro-1H-indazole N1N=CC=2CCCCC12